5-(4-(trifluoromethyl)phenyl)-1,3,4-oxadiazole-2(3H)-thione FC(C1=CC=C(C=C1)C1=NNC(O1)=S)(F)F